ClC1=NC(=CC(=C1)OC1CC(C1)OC)C(C)(F)F 2-chloro-6-(1,1-difluoroethyl)-4-(3-methoxycyclobutoxy)pyridine